FC(C1=C(N=CS1)C(=O)OCC)(F)F ethyl 5-(trifluoromethyl)thiazole-4-carboxylate